(2S,3S)-3-methylhexan-5-en-2-yl methanesulfonate CS(=O)(=O)O[C@@H](C)[C@H](CC=C)C